NC1=NC=2C=C(C(=CC2C2=C1C=NN2C)C(=O)N(C2CCC1=CC(=CC=C21)C(F)(F)F)C=2C=NN(C2)C)F 4-amino-7-fluoro-1-methyl-N-(1-methyl-1H-pyrazol-4-yl)-N-(5-(trifluoromethyl)-2,3-dihydro-1H-inden-1-yl)-1H-pyrazolo[4,3-c]quinolin-8-carboxamide